C1(CCCC1)N(C=1C=C(C=C2C=C(NC12)C1=CC=CC=C1)COCCOC)C1CCCC1 N,N-dicyclopentyl-5-(2-methoxyethoxymethyl)-2-phenyl-1H-indol-7-amine